C(C1=CC=CC=C1)NC=1C=C(C=2NC3=CC=C(C=C3C2C1)Cl)CCNC(OC(C)(C)C)=O tert-Butyl (2-(3-(benzylamino)-6-chloro-9H-carbazol-1-yl)ethyl)carbamat